CC(C(=O)O)(C)C1=NC=CC(=C1)C1=CC(=CC=C1)C=1N=C(SC1)NC(=O)[C@H]1N(CC1)C(=O)C1=CN(C=C1)S(=O)(=O)C (S)-2-Methyl-2-(4-(3-(2-(1-(1-(methylsulfonyl)-1H-pyrrole-3-carbonyl)azetidine-2-carboxamido)thiazol-4-yl)phenyl)pyridin-2-yl)propanoic acid